(5Z)-5-[[1-(3,4-dimethylphenyl)pyrazol-4-yl]methylene]-3-ethyl-2-thioxo-thiazolidin-4-one CC=1C=C(C=CC1C)N1N=CC(=C1)\C=C/1\C(N(C(S1)=S)CC)=O